1-ethyl-5-(4,5-dioxaborolan-2-yl)-1H-pyrazole C(C)N1N=CC=C1C1BOOC1